3-(5-(2-hydroxypropan-2-yl)pyridin-3-yl)-3-(5-(2-(5,6,7,8-tetrahydro-1,8-naphthyridin-2-yl)ethoxy)-1H-indazol-1-yl)propanoic acid OC(C)(C)C=1C=C(C=NC1)C(CC(=O)O)N1N=CC2=CC(=CC=C12)OCCC1=NC=2NCCCC2C=C1